N-(5-((6-((R)-3-(2,3-dichlorophenyl)isoxazolidine-2-yl)pyrimidine-4-yl)amino)-2-((1R,4R)-5-ethyl-2,5-diazabicyclo[2.2.1]heptane-2-yl)-4-methoxyphenyl)acrylamide ClC1=C(C=CC=C1Cl)[C@@H]1N(OCC1)C1=CC(=NC=N1)NC=1C(=CC(=C(C1)NC(C=C)=O)N1[C@H]2CN([C@@H](C1)C2)CC)OC